ethyl 2,3,6,7-tetrahydrooxepine-4-carboxylate O1CCC(=CCC1)C(=O)OCC